2-carbamoyl-4-(2,3-dichloro-6-methoxyphenyl)-2-methylpiperidine-1-carboxylic acid tert-butyl ester C(C)(C)(C)OC(=O)N1C(CC(CC1)C1=C(C(=CC=C1OC)Cl)Cl)(C)C(N)=O